3-(3-(4-(((tert-butyldimethylsilyl)oxy)methyl)phenyl)-5-(3-methylisoxazol-4-yl)-3H-imidazo[4,5-b]pyridin-2-yl)pyridin-2-amine [Si](C)(C)(C(C)(C)C)OCC1=CC=C(C=C1)N1C(=NC=2C1=NC(=CC2)C=2C(=NOC2)C)C=2C(=NC=CC2)N